ClC1=CC=C(C=C1)C=1C(=NC(=NC1)C=1C=NC=CC1)N(C1CCNCC1)C (4-chlorophenyl)-N-methyl-N-(piperidin-4-yl)-2-(pyridin-3-yl)pyrimidin-4-amine